tert-butyl 4-{4-[(3-methyl-4-{[1,2,4]triazolo[1,5-a]pyridin-7-yloxy}phenyl)amino]quinazolin-6-yl}piperazine-1-carboxylate CC=1C=C(C=CC1OC1=CC=2N(C=C1)N=CN2)NC2=NC=NC1=CC=C(C=C21)N2CCN(CC2)C(=O)OC(C)(C)C